N-(2-(4-(3-(4-ethyl-3,4-dihydro-2H-benzo[b][1,4]oxazin-7-yl)-1,2,4-oxadiazol-5-yl)piperidin-1-yl)-2-oxoethyl)benzamide C(C)N1C2=C(OCC1)C=C(C=C2)C2=NOC(=N2)C2CCN(CC2)C(CNC(C2=CC=CC=C2)=O)=O